ClC1=C(C=CC(=C1)C(F)(F)F)NC(=O)C1(CCC1)N1N=CC(=C1)C1CCN(CC1)CC1CC2C(CNC2)=C1 5-((4-(1-(1-((2-chloro-4-(trifluoromethyl)phenyl)carbamoyl)cyclobutyl)-1H-pyrazol-4-yl)piperidin-1-yl)methyl)hexahydrocyclopenta[c]pyrrole